CC1=NC(=CC(=C1)C=1NC2=CC=C(C=C2C1C(C)C)C1C(CNCC1)O)C 4-(2-(2,6-dimethylpyridin-4-yl)-3-isopropyl-1H-indol-5-yl)piperidin-3-ol